(2s,5s)-4-(bis(4-fluorophenyl)methyl)-5-(hydroxymethyl)-2-methylpiperazine-1-carboxylic acid tert-butyl ester C(C)(C)(C)OC(=O)N1[C@H](CN([C@@H](C1)CO)C(C1=CC=C(C=C1)F)C1=CC=C(C=C1)F)C